N1(C=NC=C1)C(C)C=1C=C(C(=C(C1)O)[C@H]1[C@@H](CCC(=C1)C)C(=C)C)O (1'R,2'R)-4-(1-(1H-Imidazole-1-yl)ethyl)-5'-methyl-2'-(prop-1-en-2-yl)-1',2',3',4'-tetrahydro-[1,1'-biphenyl]-2,6-diol